C(C#C)OCCOC1=CC2=C(N(C=N2)C2=CC=C(C=C2)N)C=C1 4-[5-(2-prop-2-ynyloxy-ethoxy)-benzimidazol-1-yl]-phenylamine